ClC1=CN=C2C(=N1)N(N=C2)CC(COC)F 6-chloro-1-(2-fluoro-3-methoxypropyl)-1H-pyrazolo[3,4-b]Pyrazine